5-(4-(4-Methylpiperazin-1-yl)phenyl)-3-(4-(methylsulfonyl)phenyl)-1H-pyrazolo[3,4-b]pyridine CN1CCN(CC1)C1=CC=C(C=C1)C=1C=C2C(=NC1)NN=C2C2=CC=C(C=C2)S(=O)(=O)C